N6-{N-[(1r,4S)-4-(aminomethyl)cyclohexane-1-carbonyl]-4-tert-butyl-L-phenylalanyl}-N2-{[(1S)-1,3-dicarboxypropyl]carbamoyl}-L-lysine NCC1CCC(CC1)C(=O)N[C@@H](CC1=CC=C(C=C1)C(C)(C)C)C(=O)NCCCC[C@H](NC(N[C@@H](CCC(=O)O)C(=O)O)=O)C(=O)O